FC1=C(N)C(=CC=C1)N1CCN(CC1)C(C)C 2-fluoro-6-[4-(propan-2-yl)piperazin-1-yl]aniline